N1CC(C1)NC(=O)C1=C(OC2=C1C=C(C=C2)OCC2=CC=CC=C2)C N-(azetidin-3-yl)-5-(benzyloxy)-2-methylbenzofuran-3-carboxamide